ClC1=CC2=C(N=C(N=C2NCCCC2=CC=C(C=C2)C2=CC=C(C=C2)OC(F)(F)F)C2=NC=CC=C2)S1 6-chloro-2-(pyridin-2-yl)-N-(3-(4'-(trifluoromethoxy)-[1,1'-biphenyl]-4-yl)propyl)thieno[2,3-d]pyrimidin-4-amine